(S)-1-(3-(7-amino-1-(1-(3,5-dimethoxyphenyl)azetidin-3-yl)-1H-pyrazolo[4,3-d]pyrimidin-3-yl)pyrrolidin-1-yl)prop-2-en-1-one NC=1C2=C(N=CN1)C(=NN2C2CN(C2)C2=CC(=CC(=C2)OC)OC)[C@@H]2CN(CC2)C(C=C)=O